(1R,3S,5S)-N-methyl-N-{6-[3-methyl-4-(2-methyl-1,2,3-triazol-4-yl)-1H-indazol-7-yl]pyridazin-3-yl}-8-azabicyclo[3.2.1]octan-3-amine CN(C1C[C@H]2CC[C@@H](C1)N2)C=2N=NC(=CC2)C=2C=CC(=C1C(=NNC21)C)C2=NN(N=C2)C